4-(6-(piperazin-1-yl)pyridin-3-yl)-6-(1H-pyrazol-4-yl)pyrazolo[1,5-a]pyridine-3-carbonitrile bis(2,2,2-trifluoroacetate) FC(C(=O)O)(F)F.FC(C(=O)O)(F)F.N1(CCNCC1)C1=CC=C(C=N1)C=1C=2N(C=C(C1)C=1C=NNC1)N=CC2C#N